FC1=C(CNC(=O)C=2N=C(SC2)C2=CC=C3C(=NNC3=C2)C(NC)=O)C=C(C=C1)OC(F)(F)F N-(2-fluoro-5-(trifluoromethoxy)benzyl)-2-(3-(methylcarbamoyl)-1H-indazol-6-yl)thiazole-4-carboxamide